NCCC=1C=NC(=NC1)C1=C(C=C(C#N)C=C1)OC=1N(N=C(C1)C1OCCC1)C 4-[5-(2-aminoethyl)pyrimidin-2-yl]-3-[2-methyl-5-(oxolan-2-yl)pyrazol-3-yl]oxybenzonitrile